O1CCNC2=C1C=CC=C2 benzmorpholine